Pregna-1,4,9(11),16-tetraene-3,20-dione CC(C1=CC[C@H]2[C@@H]3CCC4=CC(C=C[C@]4(C)C3=CC[C@]12C)=O)=O